2-(azidomethyl)-2-methyl-6-nitro-2,3-dihydroimidazo[2,1-b]oxazole N(=[N+]=[N-])CC1(CN2C(O1)=NC(=C2)[N+](=O)[O-])C